ClC=1C=2N(C(=CN1)C(=O)N(C)C1CN(CC1)C(=O)OC(C)(C)C)C(=NC2)C(C)C tert-Butyl 3-(8-chloro-3-isopropyl-N-methylimidazo[1,5-a]pyrazine-5-carboxamido)pyrrolidine-1-carboxylate